2-butyl-2-ethyl-1,5-diaminopentanediamine C(CCC)C(C(N)(N)N)(CCCN)CC